FC(C1=C(C=CC=C1)CCCC(=O)O)F 4-(2-(difluoromethyl)phenyl)butanoic acid